tyrosine, sodium salt [Na+].N[C@@H](CC1=CC=C(C=C1)O)C(=O)[O-]